O=S1(N(CCCC1)C1=CN(C2=CC=CC=C12)C(=O)OC(C)(C)C)=O tert-butyl 3-(1,1-dioxothiazinan-2-yl)indole-1-carboxylate